(±)-tert-butyl (1S,2R,3R,5R)-3-[(6-chloropyridazin-3-yl)(methyl)amino]-2-fluoro-8-azabicyclo[3.2.1]octane-8-carboxylate ClC1=CC=C(N=N1)N([C@H]1[C@H]([C@@H]2CC[C@H](C1)N2C(=O)OC(C)(C)C)F)C |r|